N,N',N''-{1,5,9-triazacyclododecane-1,5,9-triyltris[methylene(2-hydroxy-5-methyl-3,1-phenylene)]}tris[3-hydroxy-2-(hydroxymethyl)propanamide] N1(CCCN(CCCN(CCC1)CC=1C(=C(C=C(C1)C)NC(C(CO)CO)=O)O)CC=1C(=C(C=C(C1)C)NC(C(CO)CO)=O)O)CC=1C(=C(C=C(C1)C)NC(C(CO)CO)=O)O